octadecyl-3-(3,5-di-tert-butyl-t-4-hydroxyphenyl)propionate C(CCCCCCCCCCCCCCCCC)OC(CCC1=CC(=C(C(=C1)C(C)(C)C)O)C(C)(C)C)=O